[Cl-].C[N+](CCC[Si](OC)(OC)OC)(C)C trimethyl-[3-trimethoxysilylpropyl]ammonium chloride